ClC1=CC=C(CN2CCC(CC2)NC[C@@H](COC2=C(C=CC(=C2)F)C(C(=O)OC)C)O)C=C1 Methyl (2-{[(2S)-3-{[1-(4-chlorobenzyl)piperidin-4-yl]amino}-2-hydroxypropyl]oxy}-4-fluorophenyl)propanoate